C(CCCCCCCCCCCCCCCCC)(=O)OCCOC(CCCCCCCCCCCCCCCCC)=O ethylene bis(stearate)